tert-Butyl N-(2-hydroxyethyl)-N-[(4-methoxyphenyl)methyl]carbamate OCCN(C(OC(C)(C)C)=O)CC1=CC=C(C=C1)OC